C(C1=CC=CC=C1)C1CC(N(O1)[C@@H](CC1=CC=CC=C1)B1O[C@@]2([C@H](O1)C[C@H]1C([C@@H]2C1)(C)C)C)COCC1=CC(=NC=C1)C 5-benzyl-3-(((2-methylpyridin-4-yl)methoxy)methyl)-N-((R)-2-phenyl-1-((3aS,4S,6S,7aR)-3a,5,5-trimethylhexahydro-4,6-methanobenzo[d][1,3,2]dioxaborol-2-yl)ethyl)-4,5-dihydroisoxazole